C(C1=CC=CC=C1)SC=1C=C(C=NC1)CO (5-(benzylthio)pyridin-3-yl)methanol